5-methylidene-bicyclo[2.2.1]hept-2-En C=C1C2C=CC(C1)C2